(4-aminoimidazo[1,5-a]quinoxalin-8-yl)(3-methyl-5-(5-(trifluoromethyl)pyridin-2-yl)morpholino)methanone NC=1C=2N(C3=CC(=CC=C3N1)C(=O)N1C(COCC1C1=NC=C(C=C1)C(F)(F)F)C)C=NC2